(2-hydroxy-5-nitrophenyl)(2-(4-(4-methylpiperazin-1-yl)phenyl)pyrazolo[1,5-a]pyrimidin-6-yl)methanone OC1=C(C=C(C=C1)[N+](=O)[O-])C(=O)C=1C=NC=2N(C1)N=C(C2)C2=CC=C(C=C2)N2CCN(CC2)C